FC(C1(N=N1)C1=CC=C(C=C1)C)(F)F (4-(3-(trifluoromethyl)-3H-diazirin-3-yl)phenyl)methane